N-(2-(1H-indol-2-yl)ethyl)-4-(3-(dimethylamino)propoxy)benzenesulfonamide N1C(=CC2=CC=CC=C12)CCNS(=O)(=O)C1=CC=C(C=C1)OCCCN(C)C